4-(4-chlorophenyl)-1-((1-(2-chloro-3-fluorophenyl)-5-((S)-1-hydroxyethyl)-1H-1,2,4-triazol-3-yl)methyl)-3-((S)-3,3,3-trifluoro-2-hydroxypropyl)-1,3-dihydro-2H-imidazol-2-one ClC1=CC=C(C=C1)C=1N(C(N(C1)CC1=NN(C(=N1)[C@H](C)O)C1=C(C(=CC=C1)F)Cl)=O)C[C@@H](C(F)(F)F)O